CC1(CC(NC1)=O)C 4,4-Dimethylpyrrolidin-2-one